CNC(=O)C1CC(C1)N1C=NC2=C1C=C(C=C2)C(=O)N 1-((1r,3r)-3-(methylcarbamoyl)cyclobutyl)-1H-benzo[d]imidazole-6-carboxamide